6-Chloro-7-(methoxy-d3)-1H-pyrrolo[3,2-c]pyridine ClC1=C(C2=C(C=N1)C=CN2)OC([2H])([2H])[2H]